ethyl (2R)-2-[(tert-butoxycarbonyl)amino]-5-(2,3-dichloro-6-[[2-(trimethylsilyl)ethoxy]methoxy]phenyl)-5-oxopentanoate C(C)(C)(C)OC(=O)N[C@@H](C(=O)OCC)CCC(=O)C1=C(C(=CC=C1OCOCC[Si](C)(C)C)Cl)Cl